(((5s,7s)-3-(2-chlorophenyl)-8,8-difluoro-2-oxo-1-oxa-3-azaspiro[4.5]decan-7-yl)methyl)-1H-benzo[d]imidazole-6-carbonitrile ClC1=C(C=CC=C1)N1C(O[C@]2(C1)C[C@H](C(CC2)(F)F)CN2C=NC1=C2C=C(C=C1)C#N)=O